2,2,3,4-Tetramethyl-3-cyclopentenyl-methyl isobutyrate C(C(C)C)(=O)OCC1C(C(=C(C1)C)C)(C)C